2-chloro-4-(2-dibenzofuranyl)-6-(2-dibenzothiophenyl)-1,3,5-triazine ClC1=NC(=NC(=N1)C1=CC2=C(OC3=C2C=CC=C3)C=C1)C1=CC3=C(SC2=C3C=CC=C2)C=C1